N-(6-(3-(4-(trifluoromethyl)phenyl)-1H-indazol-1-yl)-[1,2,4]triazolo[4,3-a]pyridin-8-yl)acrylamide FC(C1=CC=C(C=C1)C1=NN(C2=CC=CC=C12)C=1C=C(C=2N(C1)C=NN2)NC(C=C)=O)(F)F